N-(6-bromo-2-fluoro-3-pyridinyl)acetamide BrC1=CC=C(C(=N1)F)NC(C)=O